4-(2,3-dihydro-1H-inden-1-oxy)-7-(trifluoromethylthio)-2,3-dihydro-1H-inden-1-one C1(CCC2=CC=CC=C12)OC1=C2CCC(C2=C(C=C1)SC(F)(F)F)=O